NC=1C=C(C=NC1)C1=C(N(C=C1)S(N)(=O)=O)C(=O)O 3-(5-Amino-3-pyridyl)-1-sulfamoyl-pyrrole-2-carboxylic acid